N-carbamoylglutamic acid C(N)(=O)N[C@@H](CCC(=O)O)C(=O)O